(S)-2,4-Bis(benzyloxy)-7-methyl-8-[(2S,3S,4R)-2,3,4,5-tetrakis(benzyloxy)pentyl]-7,8-dihydropteridin-6(5H)-one C(C1=CC=CC=C1)OC1=NC=2N([C@H](C(NC2C(=N1)OCC1=CC=CC=C1)=O)C)C[C@@H]([C@@H]([C@@H](COCC1=CC=CC=C1)OCC1=CC=CC=C1)OCC1=CC=CC=C1)OCC1=CC=CC=C1